(azetidin-3-yl)-4-cyclopropylpicolinamide N1CC(C1)C=1C(=NC=CC1C1CC1)C(=O)N